4-bromo-N-(4-bromo-3,5-Dimethylbenzyl)-3,5-dimethylanilinium tetrafluoroborate F[B-](F)(F)F.BrC1=C(C=C([NH2+]CC2=CC(=C(C(=C2)C)Br)C)C=C1C)C